(+/-)-(3aR,4S,6R,6aS)-6-((5-((E)-2-ethoxyvinyl)-6-methylpyrimidin-4-yl)amino)-2,2-dimethyltetrahydro-4H-cyclopenta[d][1,3]dioxol-4-ol C(C)O/C=C/C=1C(=NC=NC1C)N[C@@H]1C[C@@H]([C@@H]2[C@H]1OC(O2)(C)C)O |r|